NC1=NC=2C=C(C=CC2C2=C1N=C(N2CC(C)(O)C)CCCC)C(C)C2=CC(=CC=C2)CN 1-(4-amino-7-(1-(3-(aminomethyl)phenyl)ethyl)-2-butyl-1H-imidazo[4,5-c]quinolin-1-yl)-2-methylpropan-2-ol